(3R)-3-amino-7-[5-(1-amino-2,2,2-trifluoro-1-tetrahydropyran-4-yl-ethyl)-1,2,4-oxadiazol-3-yl]-5-[(4-chlorophenyl)methyl]-8-fluoro-1,1-dioxo-2,3-dihydro-1λ6,5-benzothiazepin-4-one N[C@H]1CS(C2=C(N(C1=O)CC1=CC=C(C=C1)Cl)C=C(C(=C2)F)C2=NOC(=N2)C(C(F)(F)F)(C2CCOCC2)N)(=O)=O